4-{[3-(8-{[(3S,4R)-3-fluoro-1-methylpiperidin-4-yl]amino}-3-(2,2,2-trifluoroethyl)imidazo[1,2-a]pyridin-2-yl)prop-2-yn-1-yl]amino}-3-methoxy-N-methylbenzenesulfonamide F[C@H]1CN(CC[C@H]1NC=1C=2N(C=CC1)C(=C(N2)C#CCNC2=C(C=C(C=C2)S(=O)(=O)NC)OC)CC(F)(F)F)C